sodium (S)-3-(3-(1,6-dimethyl-4-oxido-2-oxo-1,2-dihydropyridin-3-yl)ureido)-3-(4-fluoro-3'-(trifluoromethoxy)biphenyl-3-yl)propanoate CN1C(C(=C(C=C1C)[O-])NC(N[C@@H](CC(=O)[O-])C=1C=C(C=CC1F)C1=CC(=CC=C1)OC(F)(F)F)=O)=O.[Na+].[Na+]